(9H-fluoren-9-yl)methyl ((7-bromo-6-((diethoxyphosphoryl)difluoromethyl)isoquinolin-3-yl)methyl)(isobutyl)carbamate BrC1=C(C=C2C=C(N=CC2=C1)CN(C(OCC1C2=CC=CC=C2C=2C=CC=CC12)=O)CC(C)C)C(F)(F)P(=O)(OCC)OCC